1,2,3,4-Tetrakis(mercaptoethoxy)benzene tert-butyl-6-(1-((((9H-fluoren-9-yl)methoxy)carbonyl)amino)-3-hydroxypropan-2-yl)-2-azaspiro[3.3]heptane-2-carboxylate C(C)(C)(C)OC(=O)N1CC2(C1)CC(C2)C(CNC(=O)OCC2C1=CC=CC=C1C=1C=CC=CC21)CO.SCCOC2=C(C(=C(C=C2)OCCS)OCCS)OCCS